methyl (2R)-3-tert-butoxy-2-hydroxypropanoate C(C)(C)(C)OC[C@H](C(=O)OC)O